6-hydroxy-1,3-dimethyl-3,4-dihydronaphthalene-2-carbaldehyde OC=1C=C2CC(C(=C(C2=CC1)C)C=O)C